Cl.ClCC1=C(C(=NC=C1CCl)C)O 4,5-bis(chloromethyl)-2-methylpyridine-3-ol hydrochloride